CC(CN1CCOCC1)(C)O 2-methyl-1-(morpholin-4-yl)propan-2-ol